ethyl 2-(2-(1-acetyl-1,2,3,6-tetrahydropyridin-4-yl)-5-ethyl-7-oxo-6-(piperazin-1-yl)-[1,2,4]triazolo[1,5-a]pyrimidin-4(7H)-yl)acetate hydrochloride Cl.C(C)(=O)N1CCC(=CC1)C1=NN2C(N(C(=C(C2=O)N2CCNCC2)CC)CC(=O)OCC)=N1